C(C=C)(=O)OC1=C(C=C(C=C1Br)Br)Br 2,4,6-tribromophenol acrylate